C(C)(=O)OCCN(CC)CC Diethylaminoethyl acetate